C(C)C=1C(=CC(=NC1)C)C(=O)NC=1C=C2CCC(NC2=CC1)=O 5-ethyl-2-methyl-N-(2-oxo-3,4-dihydro-1H-quinolin-6-yl)pyridine-4-carboxamide